C1(CCCCCC1)NC=1NC(/C(/N1)=C/C=1C=C2C=CC=NC2=CC1)=O (4Z)-2-(Cycloheptylamino)-4-(6-quinolylmethylene)-1H-imidazol-5-one